NC1=C(C=C(C=N1)C1=CC=C(C=C1)C[C@@H]1CCC(N1CC=1N=CSC1)=O)C1=C(C=C(C=C1)N)F (5S)-5-[[4-[6-amino-5-(4-amino-2-fluoro-phenyl)-3-pyridinyl]phenyl]methyl]-1-(thiazol-4-ylmethyl)pyrrolidin-2-one